(S,E)-7-phenyl-6-(3-(2-(trifluoromethoxy)phenyl)acryloyl)-4-oxa-6-azaspiro[2.4]heptan-5-one C1(=CC=CC=C1)[C@@H]1N(C(OC12CC2)=O)C(\C=C\C2=C(C=CC=C2)OC(F)(F)F)=O